ClC1=CC=C(C(=N1)C(=O)O)NC(C)C1=C(SC2=C1N=C(N(C2=O)C)C2=CC=1C(=NC=CC1)N2)C 6-Chloro-3-({1-[2-(1H-pyrrolo[2,3-b]pyridin-2-yl)-3,6-dimethyl-4-oxothieno[3,2-d]pyrimidin-7-yl]ethyl}amino)pyridine-2-carboxylic acid